1-(2,6-dibenzyloxy-3-pyridyl)-3-methyl-5-piperazin-1-yl-benzimidazol-2-one C(C1=CC=CC=C1)OC1=NC(=CC=C1N1C(N(C2=C1C=CC(=C2)N2CCNCC2)C)=O)OCC2=CC=CC=C2